(1R,3S)-3-(5-{[(benzyloxy)carbonyl]amino}-1-tert-butyl-1H-pyrazol-3-yl)cyclopentyl 4-nitrophenyl carbonate C(O[C@H]1C[C@H](CC1)C1=NN(C(=C1)NC(=O)OCC1=CC=CC=C1)C(C)(C)C)(OC1=CC=C(C=C1)[N+](=O)[O-])=O